Tert-butyl 6-(2-ethoxy-1-hydroxy-2-oxoethyl)-2,3-dihydro-4H-benzo[b][1,4]oxazine-4-carboxylate C(C)OC(C(O)C1=CC2=C(OCCN2C(=O)OC(C)(C)C)C=C1)=O